Dimethyl-4-(3-(5-((2,3-difluoro-6-isopropylbenzyl)amino)-2-fluoro-4-methoxyphenyl)ureido)thiophene-2,3-dicarboxylic acid COC(=O)C1=C(SC=C1NC(=O)NC1=C(C=C(C(=C1)NCC1=C(C(=CC=C1C(C)C)F)F)OC)F)C(=O)OC